CC1=C2C(C(=CN(C2=NC(=C1)N1CC(C1)C(=O)N1CCOCC1)C=1SC=CN1)C(=O)O)=O 5-methyl-7-[3-(morpholine-4-carbonyl)azetidin-1-yl]-4-oxo-1-(1,3-thiazol-2-yl)-1,4-dihydro-1,8-naphthyridine-3-carboxylic acid